C(C1=CC=CC=C1)OC1=NC(=CC=C1C1=NN(C2=CC(=CC=C12)N1CCC(CC1)CN1CCN(CC1)C(=O)OC(C)(C)C)C)OCC1=CC=CC=C1 tert-butyl 4-((1-(3-(2,6-bis(benzyloxy)pyridin-3-yl)-1-methyl-1H-indazol-6-yl)piperidin-4-yl)methyl)piperazine-1-carboxylate